tert-butyl 2-(2-chloro-5-fluoropyrimidin-4-yl)hydrazine-1-carboxylate ClC1=NC=C(C(=N1)NNC(=O)OC(C)(C)C)F